ClC1=CC(=C(C(=O)NC2=C(C=CC=C2)NS(=O)(=O)C=2SC=CC2)C=C1)F 4-chloro-2-fluoro-N-(2-(thiophene-2-sulfonamido)phenyl)benzamide